BrC=1C=CC(=NC1)N(CC(CC)C)C 5-bromo-N-methyl-N-(2-methylbutyl)pyridin-2-amine